C(=C)C=1C(=C(C(=NC1)C#N)C=C)C=C trivinyl-cyanopyridine